(8-((1S,2S)-2-(difluoromethyl)cyclopropyl)-6-(2,4-dimethoxypyrimidin-5-yl)imidazo[1,2-b]pyridazin-2-yl)methanol FC([C@@H]1[C@H](C1)C=1C=2N(N=C(C1)C=1C(=NC(=NC1)OC)OC)C=C(N2)CO)F